N,N-diethylpyrrolidine-2-carboxamide C(C)N(C(=O)C1NCCC1)CC